tert-Butyl 3-(5-(1-hydroxyethyl)-7-(thiazol-2-yl)-4-(trifluoromethoxy)benzo[d]oxazol-2-yl)-3,8-diazabicyclo[3.2.1]octane-8-carboxylate OC(C)C=1C=C(C2=C(N=C(O2)N2CC3CCC(C2)N3C(=O)OC(C)(C)C)C1OC(F)(F)F)C=1SC=CN1